(S)-6-[3-(dimethylamino)azetidin-1-yl]-N2-[1-(4-fluorophenyl)ethyl]-N4-(pyrazin-2-yl)pyrimidine-2,4-diamine CN(C1CN(C1)C1=CC(=NC(=N1)N[C@@H](C)C1=CC=C(C=C1)F)NC1=NC=CN=C1)C